BrC=1C=C2CC(N(CC2=CC1)C(=O)OC)C(=O)OC Dimethyl 6-bromo-3,4-dihydroisoquinoline-2,3(1H)-dicarboxylate